1-(2-furyl)-ethanone O1C(=CC=C1)C(C)=O